(Z)-1-(5-(4-(4-(((2-(4-(1,2-diphenylbut-1-en-1-yl)phenoxy)ethyl)(methyl)amino)methyl)phenyl)-1H-1,2,3-triazol-1-yl)pentyl)-3-hydroxy-2-methylpyridin-4(1H)-one C1(=CC=CC=C1)/C(=C(\CC)/C1=CC=CC=C1)/C1=CC=C(OCCN(C)CC2=CC=C(C=C2)C=2N=NN(C2)CCCCCN2C(=C(C(C=C2)=O)O)C)C=C1